(2S,3R,4R,5R,6S)-6-(((((9H-fluoren-9-yl)methoxy)carbonyl)amino)methyl)-3,4,5-trihydroxytetrahydro-2H-pyran-2-carboxylic acid C1=CC=CC=2C3=CC=CC=C3C(C12)COC(=O)NC[C@H]1[C@@H]([C@H]([C@H]([C@H](O1)C(=O)O)O)O)O